CCCC 1,2-dimethyl-ethane